1-[(1-tert-butoxycarbonylazetidin-3-yl)methyl]-1-(2-tert-butoxy-2-keto-ethyl)piperidin-1-ium-4-carboxylic acid C(C)(C)(C)OC(=O)N1CC(C1)C[N+]1(CCC(CC1)C(=O)O)CC(=O)OC(C)(C)C